C(C)(C)(C)CN(C(O)=O)C1CC(C1)N.C(=S)(OC(C)(C)C)N[C@@H](CC1=CNC=N1)C(=O)O thioBochistidine tert-butyl-(3-aminocyclobutyl)(methyl)carbamate